COCCC(CC(=O)OC(C)(C)C)=O tert-butyl 5-methoxy-3-oxo-pentanoate